6-(1-(1-(azetidin-3-ylmethyl)azetidin-3-yl)-1H-pyrazol-4-yl)-4-methoxypyrazolo[1,5-a]pyridine-3-carbonitrile N1CC(C1)CN1CC(C1)N1N=CC(=C1)C=1C=C(C=2N(C1)N=CC2C#N)OC